1-(2-(2-butanyl)phenyl)-6-chloro-7-(3-hydroxy-1-naphthalenyl)-4-(4-(2-propenoyl)-1-piperazinyl)-2(1H)-quinazolinone CC(CC)C1=C(C=CC=C1)N1C(N=C(C2=CC(=C(C=C12)C1=CC(=CC2=CC=CC=C12)O)Cl)N1CCN(CC1)C(C=C)=O)=O